BrC=1C(=CC(=C(C1)C(C)O)[N+](=O)[O-])OC 1-(5-Bromo-4-methoxy-2-nitro-phenyl)ethanol